C(CCCC)OCC(C)O 1-(pentyloxy)-2-propanol